8-bromo-5,6-dihydropyrazolo[5,1-a]isoquinolin-2-ol BrC=1C=C2CCN3C(C2=CC1)=CC(=N3)O